6-trifluoromethyl-3,4-dihydropyridin-2-one FC(C1=CCCC(N1)=O)(F)F